C(CCCCC)(=O)O normal hexanoic acid